IC1=CC(=C(NCC2=CC3=C(OC(CO3)C3=CC=C(C=C3)OC)C=C2)C=C1)[N+](=O)[O-] 4-iodo-N-((2-(4-methoxyphenyl)-2,3-dihydrobenzo[b][1,4]dioxin-6-yl)methyl)-2-nitroaniline